Isopropyl (2S)-2-(((((2r,3S,4r,5r)-5-(4-aminopyrrolo[2,1-f][1,2,4]triazin-7-yl)-5-cyano-3,4-dihydroxytetrahydrofuran-2-yl) methoxy) (phenoxy) phosphoryl) amino)-3-phenylpropionate NC1=NC=NN2C1=CC=C2[C@]2([C@@H]([C@@H]([C@H](O2)COP(=O)(OC2=CC=CC=C2)N[C@H](C(=O)OC(C)C)CC2=CC=CC=C2)O)O)C#N